9-phenyl-3,3'-Bi-9H-carbazol C1(=CC=CC=C1)N1C2=CC=CC=C2C=2C=C(C=CC12)C=1C=CC=2NC3=CC=CC=C3C2C1